((R)-3-(4-fluorophenyl)pyrrolidin-1-yl)(4-(2-hydroxy-2-methyl-3-(1H-tetrazol-1-yl)propoxy)phenyl)methanone FC1=CC=C(C=C1)[C@@H]1CN(CC1)C(=O)C1=CC=C(C=C1)OCC(CN1N=NN=C1)(C)O